C1CC12CCN(CC2)C2=NC(=CC=C2C(=O)NC2=NC(=CC=C2)N2CC(CC2)(C)C)NC(CO)(C)C 2-(6-azaspiro[2.5]oct-6-yl)-N-(6-(3,3-dimethyl-1-pyrrolidinyl)-2-pyridinyl)-6-((2-hydroxy-1,1-dimethylethyl)amino)-3-pyridinecarboxamide